NC=1C=C2CC(CC2=CC1)NC(OC(C)(C)C)=O tert-butyl (5-amino-2,3-dihydro-1H-inden-2-yl)carbamate